2-(3-((furan-2-ylmethyl)amino)-1H-pyrazol-1-yl)benzonitrile O1C(=CC=C1)CNC1=NN(C=C1)C1=C(C#N)C=CC=C1